tert-butyl (2S,4RS)-4-cyano-2-methylpiperidine-1-carboxylate C(#N)[C@H]1C[C@@H](N(CC1)C(=O)OC(C)(C)C)C |&1:2|